FC1=CC=C(C(=O)C=2C=C(C=C(C2)C(C2=CC=C(C=C2)F)=O)C(=O)C2=CC=C(C=C2)F)C=C1 3,5-bis(4-fluorobenzoyl)phenyl-(4-fluorophenyl)methanone